6-(dibenzylamino)-1,3-dimethyl-2-thiaspiro[3.3]heptane 2,2-dioxide C(C1=CC=CC=C1)N(C1CC2(C(S(C2C)(=O)=O)C)C1)CC1=CC=CC=C1